C(C)(C)(C)OC(=O)[C@H]1[C@@H]2CCC([C@H]12)=O |r| (+-)-(1S,5R,6S)-2-oxobicyclo[3.1.0]hexane-6-carboxylic acid tert-butyl ester